C(C)(C)(C)OC(=O)N1CC(CCC1)(O)C=1C=C(C(=O)O)C=CC1C 3-(1-(tert-butoxycarbonyl)-3-hydroxypiperidin-3-yl)-4-methylbenzoic acid